C(C)(C)C1=CC=C(C=C1)C1=CN=C(N1)C1=CC=C(C(=O)O)C=C1 4-(5-(4-isopropylphenyl)-1H-imidazol-2-yl)benzoic acid